6-fluoroquinazoline-2,4(1H,3H)-dione FC=1C=C2C(NC(NC2=CC1)=O)=O